6-O-β-D-Galactofuranosyl-D-galactose [C@@H]1([C@H](O)[C@@H](O)[C@@H](O1)[C@H](O)CO)OC[C@H]([C@@H]([C@@H]([C@H](C=O)O)O)O)O